C1(=CC=CC2=CC3=CC=CC=C3C=C12)S(=O)(=O)O.[Mg] magnesium anthracenesulfonic acid